NC1=NC=CC(=C1Cl)SC=1C=CC=2C(=NC=C(N2)N2CC3C(C2)C(CC3)N)N1 2-(6-((2-amino-3-chloropyridin-4-yl)thio)pyrido[2,3-b]pyrazin-2-yl)octahydrocyclopenta[c]pyrrol-4-amine